tert-butyl (1-(2-(((3S,4S)-4-(3-chlorophenyl)-1-(imidazo[1,5-a]pyridine-8-carbonyl)piperidin-3-yl)carbamoyl)-1-((2-(trimethylsilyl)ethoxy)methyl)-1H-imidazol-5-yl)cyclopropyl)carbamate ClC=1C=C(C=CC1)[C@H]1[C@@H](CN(CC1)C(=O)C=1C=2N(C=CC1)C=NC2)NC(=O)C=2N(C(=CN2)C2(CC2)NC(OC(C)(C)C)=O)COCC[Si](C)(C)C